BrC1=C(C(=CC(=C1)C)C)NC(C(F)(F)F)=O (2-bromo-4,6-dimethylphenyl)-2,2,2-trifluoroacetamide